ClC=1C=C(C(=C(C=O)C1)OCOC)OC 5-chloro-3-methoxy-2-(methoxymethoxy)benzaldehyde